N1(CCC1)CC=1NC(C=2SC(=C3OCC(CC1C32)(F)F)Br)=O 7-(azetidin-1-ylmethyl)-2-bromo-10,10-difluoro-12-oxa-3-thia-6-azatricyclo[6.4.1.04,13]trideca-1,4(13),7-trien-5-one